(4-aminobenzyl)methylethylanilinium NC1=CC=C(C[N+](C2=CC=CC=C2)(CC)C)C=C1